(R)-N-((6-cyanopyridin-3-yl)methyl)-5-hydroxy-2-(3-(hydroxymethyl)piperazin-1-yl)-1,7-naphthyridine-6-carboxamide C(#N)C1=CC=C(C=N1)CNC(=O)C=1C(=C2C=CC(=NC2=CN1)N1C[C@@H](NCC1)CO)O